N-octanoyl-Glutamic acid C(CCCCCCC)(=O)N[C@@H](CCC(=O)O)C(=O)O